1-(3-(tert-butyl)-1-phenyl-1H-pyrazol-5-yl)-3-(4-isonicotinylphenyl)urea C(C)(C)(C)C1=NN(C(=C1)NC(=O)NC1=CC=C(C=C1)CC1=CC=NC=C1)C1=CC=CC=C1